silicon-copper-titanium [Ti].[Cu].[Si]